C1(=CC=CC=C1)S(=O)(=O)NC=1C=C(C=C(C1)C(F)(F)F)/C=C/[C@@H](CCOC1=C(C=CC=C1)CCC(=O)O)O 3-[2-[(E,3R)-5-[3-(Benzenesulfonamido)-5-(trifluoromethyl)phenyl]-3-hydroxypent-4-enoxy]phenyl]propanoic acid